ClC1=NC(=NC(=N1)C=1C=CC2=C(OC3=C2C=CC=C3)C1)C1=C(C(=C(C(=C1[2H])[2H])[2H])[2H])[2H] 2-chloro-4-(dibenzo[B,d]furan-3-yl)-6-(phenyl-d5)-1,3,5-triazine